4-[2-(p-{(1R,3R)-Dispiro[cyclohexane-1,3'-[1,2,4]trioxolane-5',2''-tricyclo[3.3.1.13,7]decan]-3-yl}phenoxy)ethyl]-1λ4,4-thiazinan-1-one C12C3(C4CC(CC(C1)C4)C2)O[C@]2(OO3)C[C@@H](CCC2)C2=CC=C(OCCN3CCS(CC3)=O)C=C2